C(C)C(CNCC1=CC(=CC=C1)CN)CCCC N-(2-Ethyl-hexyl)-1,3-bis(aminomethyl)benzol